1-(5-[(5-chlorothiophen-2-yl)methyl]amino-3-[1-(morpholine-4-sulfonyl)piperidin-4-yl]-1H-pyrazol-1-yl)-3-hydroxy-2,2-dimethylpropan-1-one ClC1=CC=C(S1)CNC1=CC(=NN1C(C(CO)(C)C)=O)C1CCN(CC1)S(=O)(=O)N1CCOCC1